CC=1C=C(N)C=CC1S(=O)(=O)C 3-methyl-4-(methylsulfonyl)aniline